CN(C1=CC2=C([C@@H](CCO2)CNC=2C=NC=CC2)C=C1)C1=CC=C(C=C1)C(C)C 3-({[(4R)-7-{methyl[4-(propan-2-yl)phenyl]amino}-3,4-dihydro-2H-1-benzopyran-4-yl]methyl}amino)pyridine